N=1N(N=NC1)CC=1C(=C(C(=C2C=NNC12)C=1N=CC=2N(C1)C=C(N2)NC(=O)[C@H]2[C@H](C2)F)Cl)F (1S,2S)-N-(6-(7-((2H-tetrazol-2-yl)methyl)-5-chloro-6-fluoro-1H-indazol-4-yl)imidazo[1,2-a]pyrazin-2-yl)-2-fluorocyclopropane-1-carboxamide